(3R)-4-[1-[2-[(4-methoxyphenyl)methyl]pyrazol-3-yl]-4-(4,4,5,5-tetramethyl-1,3,2-dioxaborolan-2-yl)pyrazolo[3,4-b]pyridin-6-yl]-3-methyl-morpholine COC1=CC=C(C=C1)CN1N=CC=C1N1N=CC=2C1=NC(=CC2B2OC(C(O2)(C)C)(C)C)N2[C@@H](COCC2)C